[F-].C(C)[NH+](CC)CC triethylammonium fluoride